(1R,3R,4S)-N-((S)-(3-chloro-2,6-difluorophenyl)(4-fluorobicyclo[2.2.1]heptan-1-yl)methyl)-3-hydroxy-4-isopropoxycyclopentane-1-carboxamide ClC=1C(=C(C(=CC1)F)[C@@H](NC(=O)[C@@H]1C[C@H]([C@H](C1)OC(C)C)O)C12CCC(CC1)(C2)F)F